C1(CC1)C1=CC(=C(C(=C1)C)N1N=C2N=C(NC(C2=C1)=O)COC(F)F)C 2-(4-Cyclopropyl-2,6-dimethylphenyl)-6-((difluoromethoxy)methyl)-2,5-dihydro-4H-pyrazolo[3,4-d]pyrimidin-4-one